(R)-2-(4-chloro-1-isopropyl-1H-pyrazol-5-yl)-4-(1-(4-(1-ethyl-4-(trifluoromethyl)-1H-imidazol-2-yl)phenyl)ethyl)-4,5,6,7-tetrahydropyrazolo[1,5-a]pyrimidine ClC=1C=NN(C1C1=NN2C(N(CCC2)[C@H](C)C2=CC=C(C=C2)C=2N(C=C(N2)C(F)(F)F)CC)=C1)C(C)C